N1N=CC2=CC(=CC=C12)[C@H]1N(CCCC1)C(C(=O)NC=1C=C(C(=NC1)NC(OC(C)(C)C)=O)C)=O tert-butyl N-[5-[[2-[(2S)-2-(1H-indazol-5-yl)-1-piperidyl]-2-oxo-acetyl]amino]-3-methyl-2-pyridyl]carbamate